1,2-dioleoyl-glycerol C(CCCCCCC\C=C/CCCCCCCC)(=O)OCC(OC(CCCCCCC\C=C/CCCCCCCC)=O)CO